C1(CC1)N(C=1C(CN=CN1)(F)NCC1=CC=C(C=C1)CC(=O)N)CC=1C=NC(=CC1)C(F)F 2-[4-[[[6-[cyclopropyl-[[6-(difluoromethyl)-3-pyridyl]methyl]amino]-5-fluoro-pyrimidin-5-yl]amino]methyl]phenyl]acetamide